NC([C@H](CC)N=C\C(=C/C(=O)OC)\CCC)=O methyl (2Z)-3-({[(2S)-1-amino-1-oxobutan-2-yl]imino}methyl)hex-2-enoate